(4-(1-methyl-3-phenyl-1H-pyrazol-4-yl)-7-(oxetan-3-ylmethoxy)quinazolin-6-yl)propanamide CN1N=C(C(=C1)C1=NC=NC2=CC(=C(C=C12)C(C(=O)N)C)OCC1COC1)C1=CC=CC=C1